4-(3,5-bis(trifluoromethyl)phenyl)-1-(4-(3,4-dichlorophenyl)-5-(isopropylthio)thiazol-2-yl)-N-(2-hydroxyethyl)-N,3-dimethyl-1H-pyrazole-5-carboxamide FC(C=1C=C(C=C(C1)C(F)(F)F)C=1C(=NN(C1C(=O)N(C)CCO)C=1SC(=C(N1)C1=CC(=C(C=C1)Cl)Cl)SC(C)C)C)(F)F